Perfluoro(2-methyl-2-pentene) FC(C(=C(C(C(F)(F)F)(F)F)F)C(F)(F)F)(F)F